[Si](C)(C)(C(C)(C)C)OCC(F)(F)C=1C(=C(C=CC1)[C@@H](C)N)F (1R)-1-[3-(2-{[tert-butyl(dimethyl)silyl]oxy}-1,1-difluoroethyl)-2-fluorophenyl]ethan-1-amine